[Si].CCCCCCCCCC(C)C isododecane silicon